ClC1=CC=C(C=C1)C1=C(NC2=C(C(=CC=C12)OC1=CC=CC=C1)C)C(=O)O 3-(4-chlorophenyl)-7-methyl-6-phenoxy-1H-indole-2-carboxylic acid